5-sec-Butyl-2,2,4-trimethyl-heptadecan-5-ol C(C)(CC)C(C(CC(C)(C)C)C)(CCCCCCCCCCCC)O